niobium-zinc [Zn].[Nb]